tert-butyl 5-chloro-1-methyl-2-oxo-spiro[indoline-3,4'-piperidine]-1'-carboxylate ClC=1C=C2C(=CC1)N(C(C21CCN(CC1)C(=O)OC(C)(C)C)=O)C